C1(=CC=CC=C1)C=CCN1[C@@H](CCC1)C(=O)O (3-phenyl-allyl)-proline